N-(3-(2-((4-morpholinylphenyl)amino)quinazolin-8-yl)phenyl)acrylamide N1(CCOCC1)C1=CC=C(C=C1)NC1=NC2=C(C=CC=C2C=N1)C=1C=C(C=CC1)NC(C=C)=O